C1(CC1)C=1N=NN(C1)[C@H](C(=O)N1[C@@H](C[C@H](C1)O)C(=O)NCC1=CC=C(C=C1)C(=O)N1CC(OC(C1)C)C)C(C)(C)C (2S,4R)-1-[(2S)-2-(4-cyclopropyltriazol-1-yl)-3,3-dimethyl-butanoyl]-N-[[4-(2,6-dimethylmorpholine-4-carbonyl)phenyl]methyl]-4-hydroxy-pyrrolidine-2-carboxamide